ClC=1C(=CC(=C(C1)C1=C(N=CN1)C=1C=C2C=C(C=NC2=CC1)N1C[C@@H](NCC1)C(=O)O)F)F (2R)-4-[6-[5-(5-chloro-2,4-difluoro-phenyl)-1H-imidazol-4-yl]-3-quinolyl]piperazine-2-carboxylic acid